7-trifluoromethyl-quinazolin-4(3H)-one FC(C1=CC=C2C(NC=NC2=C1)=O)(F)F